NC1=C(C2=C3C(N(C=C2S1C1=C(C(=CC=C1C)O)C)C)=NC(=C3)C)C(=O)N 7-amino-6-(3-hydroxy-2,6-dimethylphenyl)-2,4-dimethylthieno[3,2-d]pyrrolo[2,3-b]pyridine-8-carboxamide